ClC=1C(N(N=CC1NC[C@@H]1COCCC1)C1CCN(CC1)C1=C(C=CC=C1)C)=O 4-chloro-2-[1-(o-tolyl)-4-piperidyl]-5-[[(3R)-tetrahydropyran-3-yl]methylamino]pyridazin-3-one